C(C)[C@@H]1[C@H](C1)C=1C=C(N=NC1C)N1C(NC(C=C1)=O)=O [5-[(1S,2S)-2-ethylcyclopropyl]-6-methyl-pyridazin-3-yl]-1H-pyrimidine-2,4-dione